cis-2-benzoylaminocyclohexanecarboxylic acid C(C1=CC=CC=C1)(=O)N[C@@H]1[C@@H](CCCC1)C(=O)O